5-bromo-3-(2-hydroxyphenyl)-7H-pyrrolo[2,3-c]pyridazin BrC1=CNC=2N=NC(=CC21)C2=C(C=CC=C2)O